3-bromo-1-(2,2,2-trifluoroethyl)pyrazole-4-carboxylic acid ethyl ester C(C)OC(=O)C=1C(=NN(C1)CC(F)(F)F)Br